C(C1=CC=CC=C1)OC1=C(N(C=CC1=O)CC(=O)C1=C(C=CC=C1)Cl)C 3-(benzyloxy)-1-(2-(2-chlorophenyl)-2-oxoethyl)-2-methylpyridin-4(1H)-one